COC=1C=C(C=CC1)C(SF)NC (3-methoxyphenyl)(methyl)aminomethylthio-fluorine